FC(OC1=C(C=CC=C1F)B1OC(C(O1)(C)C)(C)C)F 2-[2-(difluoromethoxy)-3-fluoro-phenyl]-4,4,5,5-tetramethyl-1,3,2-dioxaborolane